N-(7-chloro-6-(1-(4-hydroxy-3-methyltetrahydrofuran-3-yl)piperidin-4-yl)isoquinolin-3-yl)-2-(2-methyl-2H-1,2,3-triazol-4-yl)cyclopropane-1-carboxamide ClC1=C(C=C2C=C(N=CC2=C1)NC(=O)C1C(C1)C1=NN(N=C1)C)C1CCN(CC1)C1(COCC1O)C